ClC1=C(C=C(C=C1)Cl)S(=O)(=O)N[C@@H](C(=O)N[C@@H](CCCC1=CC=CC=C1)B1OC(C(O1)(C)C)(C)C)CC(=O)N1CCOCC1 (R)-2-((2,5-dichlorophenyl)sulfonamido)-4-morpholino-4-oxo-N-((R)-4-phenyl-1-(4,4,5,5-tetramethyl-1,3,2-dioxaborolan-2-yl)butyl)butanamide